C(C)(C)(C)OC(=O)C(CCCCCCCNNN)CC triazatridecane-11-carboxylic acid tert-butyl ester